FC1(CC(C1)OC1=C(C=C(C=N1)C=1N=CC=2N(C1)C(=NN2)C(F)(F)OCC)F)F 6-(6-(3,3-Difluorocyclobutoxy)-5-fluoropyridin-3-yl)-3-(ethoxydifluoromethyl)-[1,2,4]triazolo[4,3-a]pyrazine